6-((4-((2-Methyl-4-phenylthiazol-5-yl)oxy)pyridin-2-yl)amino)nicotinamide CC=1SC(=C(N1)C1=CC=CC=C1)OC1=CC(=NC=C1)NC1=NC=C(C(=O)N)C=C1